[Mn].[Co].[Ni] nickel-cobalt Manganese